6-[1-(2,2-difluoroethyl)-1H-pyrazolo[3,4-b]pyrazin-6-yl]-2-[2-methyl-6-(trifluoromethyl)pyrimidin-4-yl]-2,6-diazaspiro[3.4]octane FC(CN1N=CC=2C1=NC(=CN2)N2CC1(CN(C1)C1=NC(=NC(=C1)C(F)(F)F)C)CC2)F